(Z)-1,1,1,2,3,4,5,5,5-nonafluoro-4-(trifluoromethyl)-2-pentene FC(/C(=C(\C(C(F)(F)F)(C(F)(F)F)F)/F)/F)(F)F